potassium bifluoride F[H-]F.[K+]